ClC1=CC=C2C(=N1)N(N=N2)C2=CC(=C(C(=O)N([C@H]1CNCCC1)C1=NC=CC3=CC=CC(=C13)C)C=C2)F (R)-4-(5-chloro-3H-[1,2,3]triazolo[4,5-b]pyridin-3-yl)-2-fluoro-N-(8-methylisoquinolin-1-yl)-N-(piperidin-3-yl)benzamide